(3-chloro-4-fluorophenyl)-2-(cyclopropylmethyl)-N-methyl-1,2,3,4-tetrahydroisoquinolin-7-amine hydrochloride Cl.ClC=1C=C(C=CC1F)C1N(CCC2=CC=C(C=C12)NC)CC1CC1